(2S,4R)-N-((R)-2-(2-ethyl-4-((3-(3-(trifluoromethyl)-1H-pyrazol-4-yl)imidazo[1,2-a]pyrazin-8-yl)amino)benzamido)propyl)-4-hydroxypyrrolidine-2-carboxamide C(C)C1=C(C(=O)N[C@@H](CNC(=O)[C@H]2NC[C@@H](C2)O)C)C=CC(=C1)NC=1C=2N(C=CN1)C(=CN2)C=2C(=NNC2)C(F)(F)F